COC(=O)C1=CC=C2C(=N1)N(C(=N2)CN2CCC(CC2)C=2C=CC=C1C=C[C@@H](OC21)C2=C(C=C(C=C2)Cl)F)C[C@H]2OCC2 2-((4-((R)-2-(4-chloro-2-fluorophenyl)-2H-chromen-8-yl)piperidin-1-yl)methyl)-3-(((S)-oxetan-2-yl)methyl)-3H-imidazo[4,5-b]pyridine-5-carboxylic acid methyl ester